N,N'-di-methyl-melamine CNC1=NC(=NC(=N1)NC)N